ClC1=C(C=CC=C1)[C@H]1CC[C@H](N1C(=O)C1=CC=C(C=C1)C1=CC(=C(C=C1)C#N)C#N)C(=O)O (2S,5R)-5-(2-chlorophenyl)-1-(3',4'-dicyano-[1,1'-biphenyl]-4-carbonyl)pyrrolidine-2-carboxylic acid